COC(=O)C=1C=C(C=CC1)C1=CC=C(C=C1)OC 4'-methoxy-[1,1'-biphenyl]-3-carboxylic acid methyl ester